(R)-Boc-pyrrolidinol C(=O)(OC(C)(C)C)[C@@H]1N(CCC1)O